6-Nitrochroman-2-carboxylic acid [N+](=O)([O-])C=1C=C2CCC(OC2=CC1)C(=O)O